phenylpropyl-2-(tetrahydrofuran-2-yl)-benzo[d]Imidazole C1(=CC=CC=C1)CCCC1=CC=CC=2N=C(NC21)C2OCCC2